ClC=1C(=C(C=CC1)NC1=NC=NC2=CC(=C(C=C12)[C@]1(N(CCN(C1)C)C(=O)N)C)OC)F 4-[(3-chloro-2-fluorophenyl)amino]-7-methoxyquinazolin-6-yl-4-methyl-(R)-2-methylpiperazine-1-carboxamide